COC=1C=C(C=CC1OC)C(N1CCN(CC1)C(=O)N1N=NC2=C1C=CC(=C2)C#N)C2=CC(=C(C=C2)OC)OC 1-(4-(bis(3,4-dimethoxyphenyl)methyl)piperazine-1-carbonyl)-1H-benzo[d][1,2,3]triazole-5-carbonitrile